4-(2-fluorophenyl)-2-(2-(2-propenoyl)-2,6-diazaspiro[3.4]octan-6-yl)-5,6,7,8-tetrahydro-3-quinolinecarbonitrile FC1=C(C=CC=C1)C1=C(C(=NC=2CCCCC12)N1CC2(CN(C2)C(C=C)=O)CC1)C#N